Sodium 3,3'-((4-((((2-methyl-2-undecyl-1,3-dioxolan-4-yl)methoxy)carbonyl)amino)phenyl)azanediyl)bis(propane-1-sulfonate) CC1(OCC(O1)COC(=O)NC1=CC=C(C=C1)N(CCCS(=O)(=O)[O-])CCCS(=O)(=O)[O-])CCCCCCCCCCC.[Na+].[Na+]